1-ISOCYANO-3-ISOPROPOXYPROPANE [N+](#[C-])CCCOC(C)C